2-methyl-4-(6-nitro-1H-indol-1-yl)butan-2-ol CC(C)(CCN1C=CC2=CC=C(C=C12)[N+](=O)[O-])O